5-(2-ethyl-2-adamantyloxycarbonyl)-7-oxo-bicyclo[2.2.1]Hept-2-ene C(C)C1(C2CC3CC(CC1C3)C2)OC(=O)C2C3C=CC(C2)C3=O